3,5-dicarboxy-1,2,4-triazine C(=O)(O)C=1N=NC=C(N1)C(=O)O